CC1(OCC(O1)CO)C 1,2-isopropylideneglycerin